tert-butyl N-[(2,4-dimethoxyphenyl)methyl]-N-(3-methyl-6,7-dihydro-5H-thieno[3,2-b]pyran-6-yl)carbamate COC1=C(C=CC(=C1)OC)CN(C(OC(C)(C)C)=O)C1CC2=C(OC1)C(=CS2)C